C(C)C1(COC1)COCC1(COC1)CC 3-ethyl-3-{[(3-ethyloxetane-3-yl)methoxymethyl]}oxetane